2-(2-methylphenyl)-5,6,7,8-tetrahydro-10H-oxazolo[5,4-D]pyrido[1,2-a]pyrimidin-10-one CC1=C(C=CC=C1)C=1OC=2N=C3N(C(C2N1)=O)CCCC3